FC1=C(OC2=C(C=C(C=C2)NS(=O)(=O)CC)C=2C3=C(C(N(C2)C)=O)OC(=C3)C)C=CC(=C1)F N-[4-(2,4-difluorophenoxy)-3-(2,6-dimethyl-7-oxofuro[2,3-c]pyridin-4-yl)phenyl]ethanesulfonamide